1-(tert-butylchlorophosphino)-1H-indole C(C)(C)(C)P(N1C=CC2=CC=CC=C12)Cl